4-n-decyl-2-methylphenylboronic acid C(CCCCCCCCC)C1=CC(=C(C=C1)B(O)O)C